(2-hydroxyphenyl-pyridine) beryllium [Be].OC1=C(C=CC=C1)C1=NC=CC=C1